2,3-dihydrobenzo[1,4]dioxin O1CCOC2=C1C=CC=C2